BrCCCCCCN1C2=CC=C(C=C2C=2C=C(C=CC12)Br)Br 9-(6-Bromohexyl)-3,6-dibromo-9H-carbazole